CON=C(COC1=CC(=NN1C)C(F)F)C1=CC(=C(C=C1)OC)OC 2-((3-(difluoromethyl)-1-methyl-1H-pyrazol-5-yl)oxy)-1-(3,4-dimethoxyphenyl)ethan-1-one-O-methyloxime